N[C@@H]1[C@@H](OCC12CCN(CC2)C=2N=C(N(C(C2C)=O)C2=CC(=C(C(=O)NC)C=C2)OC2=C(C(=CC=C2)Cl)Cl)C)C 4-(4-((3S,4S)-4-Amino-3-methyl-2-oxa-8-azaspiro[4.5]decan-8-yl)-2,5-dimethyl-6-oxopyrimidin-1(6H)-yl)-(Ra)-(2,3-dichlorophenoxy)-N-methylbenzamide